O[C@@]12CCC([C@@]1(C)CC[C@@H]1[C@]3(CCCCC3CC[C@@H]21)C)=O 14α-hydroxy-androstane-17-one